5-(4-(2-bromoacetyl)-3-fluorophenyl)pyrrolidin-2-one BrCC(=O)C1=C(C=C(C=C1)C1CCC(N1)=O)F